5-ethynyl-thiazolo[5,4-b]pyridine-2-amine C(#C)C1=CC=C2C(=N1)SC(=N2)N